NC1(CC(=C2C(=CC=CC2=C1)O)O)S(=O)(=O)O 3-amino-1,8-dihydroxy-naphthalene-3-sulfonic acid